ClC=1C(=C(CN)C=CC1F)F 3-chloro-2,4-difluorobenzylamine